diethylaminoethyl 2-(8-methyl-10,11-dihydro-11-oxodibenz(b,f)oxepin-2-yl)propionate CC=1C=CC2=C(CC(C3=C(O2)C=CC(=C3)C(C(=O)OCCN(CC)CC)C)=O)C1